ClC=1C(=C(C(=CC1)C(F)F)C1=CN=CC(=N1)C(=O)NC=1C=NN(C1)CC=1C=NC(=CC1)N1C(CCC1)CCO)F 6-(3-Chloro-6-(difluoromethyl)-2-fluorophenyl)-N-(1-((6-(2-(2-hydroxyethyl)pyrrolidin-1-yl)pyridin-3-yl)methyl)-1H-pyrazol-4-yl)pyrazine-2-carboxamide